CC1=C(C(=CC=C1)C)N1N=C2C(CN(CC2)C(=O)OC(C)(C)C)=C1C=1C=C2C=CNC2=CC1 tert-butyl 2-(2,6-dimethylphenyl)-3-(1H-indol-5-yl)-6,7-dihydro-4H-pyrazolo[4,3-c]pyridine-5-carboxylate